C(C)(C)C1=C(C=C(C(=C1C)Cl)C)O 2-isopropyl-3,5-dimethyl-p-chlorophenol